3,3'-(sulfonylbis(6-fluoro-3,1-phenylene))bisquinoline tert-Butyl-3-oxo-3-(5-(phenylthio)-1H-benzo[d]imidazol-2-ylamino)propylcarbamate C(C)(C)(C)N(C(O)=O)CCC(NC1=NC2=C(N1)C=CC(=C2)SC2=CC=CC=C2)=O.S(=O)(=O)(C=2C=C(C(=CC2)F)C=2C=NC1=CC=CC=C1C2)C=2C=C(C(=CC2)F)C=2C=NC1=CC=CC=C1C2